3-(5-(2-fluoro-5-((4-oxo-3,4-dihydrophthalazin-1-yl)methyl)phenyl)-1H-benzimidazol-2-yl)-1,1-dimethylurea FC1=C(C=C(C=C1)CC1=NNC(C2=CC=CC=C12)=O)C1=CC2=C(NC(=N2)NC(N(C)C)=O)C=C1